4-((2-cyano-3-(1-methyl-1H-pyrazol-4-yl)phenyl)amino)-6-((5-fluoropyridin-2-yl)amino)-N-Methoxynicotinamide C(#N)C1=C(C=CC=C1C=1C=NN(C1)C)NC1=CC(=NC=C1C(=O)NOC)NC1=NC=C(C=C1)F